5-norbornandimethanol C12(CCC(C(C1)CO)C2)CO